2-(3-fluorophenyl)quinolin FC=1C=C(C=CC1)C1=NC2=CC=CC=C2C=C1